tri(4-((E)-2-(pyridin-4-yl)vinyl)phenyl)amine N1=CC=C(C=C1)/C=C/C1=CC=C(C=C1)N(C1=CC=C(C=C1)\C=C\C1=CC=NC=C1)C1=CC=C(C=C1)\C=C\C1=CC=NC=C1